tert-butyl [(3R,4R,5S)-5-cyclopropyl-4-hydroxypiperidin-3-yl]carbamate C1(CC1)[C@@H]1[C@H]([C@@H](CNC1)NC(OC(C)(C)C)=O)O